5-[[2-fluoro-5-(1-methylpyrazol-3-yl)-4-(trifluoromethyl)benzoyl]amino]-4-(2-pyridinyl)pyridine-3-carboxylic acid methyl ester COC(=O)C=1C=NC=C(C1C1=NC=CC=C1)NC(C1=C(C=C(C(=C1)C1=NN(C=C1)C)C(F)(F)F)F)=O